FC1=C(OC2CCN(CC2)C2=NC(=NC=C2NC(C2=C(N=C(C=C2)C)OC)=O)OC)C=CC(=C1)F N-(4-(4-(2,4-difluorophenoxy)piperidin-1-yl)-2-methoxypyrimidin-5-yl)-2-methoxy-6-methylnicotinamide